NCC1(CC(C1)(F)F)C(=O)NC=1C=CC(=NC1)C=1N=NN(C1NC(O[C@H](C)C=1C(=NC=C(C1)F)F)=O)C (R)-1-(2,5-difluoropyridin-3-yl)ethyl (4-(5-(1-(aminomethyl)-3,3-difluorocyclobutane-1-carboxamido)pyridin-2-yl)-1-methyl-1H-1,2,3-triazol-5-yl)carbamate